FC1=CC=C(C=C1)C1N(CCN(C1)C)C(=O)C1=C(C=C(C=C1)NC(=O)C1CC1)N1CCCC1 N-[4-[2-(4-fluorophenyl)-4-methylpiperazine-1-carbonyl]-3-pyrrolidin-1-ylphenyl]cyclopropanecarboxamide